(Z)-2-(5-Ethyl-2-methyl-1-(4-(phenoxymethyl)benzylidene)-1H-inden-3-yl)acetic acid C(C)C=1C=C2C(=C(/C(/C2=CC1)=C/C1=CC=C(C=C1)COC1=CC=CC=C1)C)CC(=O)O